9-oxo-8-oxo-2,5,10-triazaoctadecane-18-carboxylate O=C(C(CCNCCNC)=O)NCCCCCCCCC(=O)[O-]